N1CC(C1)CN(C=1C2=C(N=C(N1)OCC13CCCN3CCC1)CN(CC2)C2=CC=CC1=CC=CC(=C21)Cl)C N-(azetidin-3-ylmethyl)-7-(8-chloronaphthalen-1-yl)-2-((hexahydro-1H-pyrrolizin-7a-yl)methoxy)-N-methyl-5,6,7,8-tetrahydropyrido[3,4-d]pyrimidin-4-amine